(2-(hydroxyimino)ethyl)(propyl)phosphinic acid ON=CCP(O)(=O)CCC